potassium glutamate salt N[C@@H](CCC(=O)[O-])C(=O)[O-].[K+].[K+]